ClC=1C=C(C(=O)NC(C)C=2C=NC=CN2)C=C(C1)C#N 3-[1-(3-Chloro-5-cyanobenzamido)ethyl]pyrazin